C(C)N1N=CC=C1C(=O)N[C@H](C(=O)NC1=NC=CC(=C1)C(COC)N1C(N[C@@H](C1)C(F)(F)F)=O)C1CCC(CC1)C 1-Ethyl-N-((S)-2-((4-(2-methoxy-1-((S)-2-oxo-4-(trifluoromethyl)imidazolidin-1-yl)ethyl)pyridin-2-yl)amino)-1-((1r,4S)-4-methylcyclohexyl)-2-oxoethyl)-1H-pyrazole-5-carboxamide